(S)-3-((3-(4-decyl-3-(trifluoromethyl)phenyl)-1,2,4-oxadiazol-5-yl)methyl)pyrrolidine-1-carboximidamide hydrochloride Cl.C(CCCCCCCCC)C1=C(C=C(C=C1)C1=NOC(=N1)C[C@H]1CN(CC1)C(N)=N)C(F)(F)F